S-(2-chloro-6-fluorobenzyl) thioacetate C(C)(=O)SCC1=C(C=CC=C1F)Cl